OC1=CC=C(C=C1)C(C#N)NC1=CC=CC=C1 2-(p-hydroxyphenyl)-2-(anilino)acetonitrile